N-(3-Cyano-5-(cyclohexylmethyl)-6,6-dimethyl-4,5,6,7-tetrahydrothieno[3,2-c]pyridin-2-yl)-2-phenyl-acetamid C(#N)C1=C(SC2=C1CN(C(C2)(C)C)CC2CCCCC2)NC(CC2=CC=CC=C2)=O